(4,6-2H2)pyrimidine-2-amine N1=C(N=C(C=C1[2H])[2H])N